BrC=1C=CC(=C(C=O)C1)OCC=1N(C(=CN1)Cl)C 5-BROMO-2-[(5-CHLORO-1-METHYL-1H-IMIDAZOL-2-YL)METHOXY]BENZALDEHYDE